ClC=1N=C(C2=C(N1)C=C(S2)C#CCN2CCC(CC2)C(C)(C)O)N2CCOCC2 2-(1-(3-(2-chloro-4-morpholinothieno[3,2-d]pyrimidin-6-yl)prop-2-yn-1-yl)piperidin-4-yl)propan-2-ol